ClC1=NC(=CC(=C1)[C@@H]1CN([C@H](CO1)C)C(=O)OC(C)(C)C)Cl tertbutyl (2R,5S)-2-(2,6-dichloropyridin-4-yl)-5-methylmorpholine-4-carboxylate